3-dimethylaminopropylamine-1,2,3-triazolium salt [NH+]=1NN=CC1.CN(CCCN)C